C(C)NS(=O)(=O)N1CCCC2=C(C=CC=C12)[N+](=O)[O-] N-ethyl-5-nitro-3,4-dihydroquinoline-1(2H)-sulfonamide